FC1=C(C=CC=C1)NS(=O)(=O)C1=CC(=CC=C1)C(=O)N1CCCC2=CC(=CC=C12)C N-(2-fluorophenyl)-3-(6-methyl-1,2,3,4-tetrahydroquinoline-1-carbonyl)benzenesulfonamide